C(C)(C)(C)OC(=O)N1[C@H](CC[C@@H](C1)C)C1=CC=C2C=CC=[N+](C2=C1)[O-] 7-((2R,5S)-1-(tert-butoxycarbonyl)-5-methylpiperidin-2-yl)quinoline 1-oxide